1-[1-isopropyl-3-methyl-7-[(1-methylpyrazol-4-yl)methylamino]pyrazolo[4,3-b]pyridin-5-yl]azetidin-2-one C(C)(C)N1N=C(C2=NC(=CC(=C21)NCC=2C=NN(C2)C)N2C(CC2)=O)C